CC1=CC=C(C=C1)S(=O)(=O)OC=1C2=C(N=C(N1)N1CC(C1)(C)NC(=O)OCC1=CC=CC=C1)CN(CC2)C2=CC(=CC1=CC=C(C(=C21)CC)F)OCOC 2-(3-(((benzyloxy)carbonyl)amino)-3-methylazetidin-1-yl)-7-(8-ethyl-7-fluoro-3-(methoxymethoxy)naphthalen-1-yl)-5,6,7,8-tetrahydropyrido[3,4-d]pyrimidin-4-yl 4-methylbenzenesulfonate